CC=1C(NC=2C=C(C=NC2C1C)CN1CCNCC1)=O 4-((7,8-Dimethyl-6-oxo-5,6-dihydro-1,5-naphthyridin-3-yl)methyl)piperazine